FC1=C(C=C(C=C1)I)OC 1-fluoro-4-iodo-2-methoxybenzene